ClC1=C(C(=CC=C1)Cl)C1=NC2=C(N1)C=C(C=C2)C=2OC(=NN2)N2CCCC2 2-(2,6-dichloro-phenyl)-6-(5-pyrrolidin-1-yl-[1,3,4]oxadiazol-2-yl)-1H-benzimidazole